3-(1H-indazol-4-yl)-1-isopropyl-1H-pyrazolo[3,4-d]pyrimidine-4,6-diamine N1N=CC2=C(C=CC=C12)C1=NN(C2=NC(=NC(=C21)N)N)C(C)C